methyl (2S)-2-[[2-(benzyloxycarbonylamino)-3-(2,2-dimethylcyclopropyl)propanoyl]amino]-3-[(3S)-2-oxo-3-piperidyl]propanoate C(C1=CC=CC=C1)OC(=O)NC(C(=O)N[C@H](C(=O)OC)C[C@H]1C(NCCC1)=O)CC1C(C1)(C)C